CN(NCC=1C=NC(=CC1)C(F)(F)F)C(=O)C1CC1 N-methyl-N'-((6-(trifluoromethyl)pyridin-3-yl)methyl)cyclopropanecarbohydrazide